3-(5-acetyl-4-hydroxy-2-methoxyphenyl)-1,1-diisopropylurea C(C)(=O)C=1C(=CC(=C(C1)NC(N(C(C)C)C(C)C)=O)OC)O